((±)-3-{[4-(3-ethoxy-2-hydroxypropoxy)phenyl]amino}-3-oxopropyl)(dimethyl)sulfonium C(C)OC[C@H](COC1=CC=C(C=C1)NC(CC[S+](C)C)=O)O |r|